COCC1=NN2C(N=CC=C2C(=O)N[C@@H]2CC[C@@H](CC2)C)=C1C(=O)N 2-(Methoxymethyl)-N7-(cis-4-methylcyclohexyl)pyrazolo[1,5-a]pyrimidine-3,7-dicarboxamide